C1(=C(C=CC=C1)C1=C(C(=NN=N1)C1=C2C(=CC=C1C1=CC=CC=C1)N=C1C=CC3=C4C=CC=CC4=NC3=C12)C1=C(C=CC=C1)C=1C(=CC=CC1)C1=CC=CC=C1)C=1C(=CC=CC1)C1=CC=CC=C1 Di(terphenylyl)[(phenyl)indolocarbazolyl]triazine